5-((2-chloro-6-fluorobenzyl)oxy)-2-methylbenzofuran-3-carboxamide ClC1=C(COC=2C=CC3=C(C(=C(O3)C)C(=O)N)C2)C(=CC=C1)F